(2r,5s)-2-(1-(4-bromophenyl)-3-(thiophen-3-yl)-1H-pyrazol-4-yl)-5-methyl-3-(2-(2-oxo-2,3-dihydro-1H-benzo[d]imidazol-5-yl)ethyl)oxazolidin-4-one BrC1=CC=C(C=C1)N1N=C(C(=C1)[C@H]1O[C@H](C(N1CCC1=CC2=C(NC(N2)=O)C=C1)=O)C)C1=CSC=C1